FC=1C=C(C(=C(C1)NC([O-])=O)OC([2H])([2H])[2H])C1=NC=C(N=C1)C (5-fluoro-2-(methoxy-d3)-3-(5-Methylpyrazin-2-yl)phenyl)carbamate